([1,1'-biphenyl]-4-yl)-4-(3-(7,9-diphenyldibenzo[b,d]thiophen-4-yl)phenyl)-6-phenyl-1,3,5-triazine C1(=CC=C(C=C1)C1=NC(=NC(=N1)C1=CC(=CC=C1)C1=CC=CC2=C1SC1=C2C(=CC(=C1)C1=CC=CC=C1)C1=CC=CC=C1)C1=CC=CC=C1)C1=CC=CC=C1